NCCCC[C@@H](C(=O)N1CCC(CC1)NC([O-])=O)C([C@@H](CC(C)C)NC([C@@H](CC1=CC=CC=C1)NC(N(C)C(CN)C1=CC=CC=C1)=O)=O)=O N-{1-[(2R)-6-amino-2-[(2R)-2-[(2R)-2-{[(2-amino-1-Phenylethyl)(methyl)carbamoyl]amino}-3-phenylpropionylamino]-4-methylpentanoyl]hexanoyl]piperidin-4-yl}carbamate